1,5-diisocyanato-2-isocyanatomethyl-3-THIAPENTANE N(=C=O)CC(SCCN=C=O)CN=C=O